C(C=C)(=O)NC(CN)=O N-acryloylglycineamide